1,5-bis(4-dodecyloxy-3-methoxyphenyl)penta-1,4-dien-3-one C(CCCCCCCCCCC)OC1=C(C=C(C=C1)C=CC(C=CC1=CC(=C(C=C1)OCCCCCCCCCCCC)OC)=O)OC